ClC1=C(C=2N=C(N=C3C2C(=N1)OC[C@@H](N3CC3=CN=CO3)C)SC)F (S)-5-chloro-4-fluoro-9-methyl-2-(methylthio)-10-(oxazol-5-ylmethyl)-9,10-dihydro-8H-7-oxa-1,3,6,10-tetraazacyclohepta[de]naphthalene